Butyl-3-isobutyl-5-tert-butyl-4-hydroxy-pyrazol C(CCC)N1N=C(C(=C1C(C)(C)C)O)CC(C)C